androstanediol-d3 C([C@@]12[C@@H](O)CC[C@H]1[C@@H]1CC[C@H]3CC(O)CC[C@]3(C)[C@H]1CC2)([2H])([2H])[2H]